O=C1N(CCC(N1)=O)N1C(C2=CC=C(C=C2C1)CN1CCC(CC1)C=1SC2=C(N1)C=C(C(=C2)NC(C2=NC(=CC=C2)C(F)(F)F)=O)C(C)(C)O)=O N-(2-(1-((2-(2,4-dioxotetrahydropyrimidin-1(2H)-yl)-1-oxoisoindolin-5-yl)methyl)piperidin-4-yl)-5-(2-hydroxypropane-2-yl)benzo[d]thiazol-6-yl)-6-(trifluoromethyl)picolinamide